tert-Butyl (4-((3-cyano-6-(1-methyl-1H-pyrazol-4-yl)pyrazolo[1,5-a]pyridin-4-yl)ethynyl)phenyl)carbamate C(#N)C=1C=NN2C1C(=CC(=C2)C=2C=NN(C2)C)C#CC2=CC=C(C=C2)NC(OC(C)(C)C)=O